CCCCOOC(=O)C1=CC=CC(=C1C(=O)OOCCCC)CC dibutoxy ethylphthalate